6-hydroxy-2-(4-(phenylamino)phenyl)-4H-chromen-4-one OC=1C=C2C(C=C(OC2=CC1)C1=CC=C(C=C1)NC1=CC=CC=C1)=O